ClC=1C=2N(C=C(C1)S(=O)(=O)N(CC1=CC=C(C=C1)OC)C1(CC1)C#N)C(=NC2)C=2SC(=NN2)C(F)F 8-chloro-3-(5-(difluoromethyl)-1,3,4-thiadiazol-2-yl)-N-(1-(cyano)cyclopropyl)-N-(4-methoxybenzyl)imidazo[1,5-a]pyridin-6-sulfonamide